[4'-(4,4,5,5-tetramethyl-[1,3,2]dioxaborolan-2-yl)biphenyl-4-yl]-di(biphenyl-4-yl)amine CC1(OB(OC1(C)C)C1=CC=C(C=C1)C1=CC=C(C=C1)N(C1=CC=C(C=C1)C1=CC=CC=C1)C1=CC=C(C=C1)C1=CC=CC=C1)C